O1C(COCC1)C(=O)N1CCN(CC1)CCN1N=CC(=C1C(=O)NC1=NC=C(C=C1C)C#CC1=CC=C(C=C1)F)Cl 1-(2-(4-(1,4-dioxane-2-carbonyl)piperazin-1-yl)ethyl)-4-chloro-N-(5-((4-fluorophenyl)ethynyl)-3-methylpyridin-2-yl)-1H-pyrazole-5-carboxamide